(3-fluoro-4-(7-((3-(4-fluoropiperidin-1-yl) propyl) carbamoyl)-6-(2-methoxyethoxy) benzo[d]imidazo[2,1-b]thiazol-2-yl) phenyl) pyrrolidine-1-carboxylate N1(CCCC1)C(=O)OC1=CC(=C(C=C1)C=1N=C2SC3=C(N2C1)C=C(C(=C3)C(NCCCN3CCC(CC3)F)=O)OCCOC)F